NC=1C2=C(N=C(N1)N[C@H]1CN(CCC1)C(=O)OC(C)(C)C)N=C(C=C2C)C tert-butyl (R)-3-((4-amino-5,7-dimethylpyrido[2,3-d]pyrimidin-2-yl)amino)piperidine-1-carboxylate